Tert-butyl 4-[4-({3-carbamoyl-6-[(3R)-3-(3-methyl-2-oxoimidazolidin-1-yl) piperidin-1-yl] pyrazin-2-yl} amino) phenyl]-4-methylpiperidine-1-carboxylate C(N)(=O)C=1C(=NC(=CN1)N1C[C@@H](CCC1)N1C(N(CC1)C)=O)NC1=CC=C(C=C1)C1(CCN(CC1)C(=O)OC(C)(C)C)C